COC=1C=C2C(=NC(=NC2=CC1C(=O)N1CCOCC1)C)NC(C)C=1SC=C(C1)C1=C(C=CC=C1)CNC (6-methoxy-2-methyl-4-((1-(4-(2-((methylamino)methyl)phenyl)thiophen-2-yl)ethyl)amino)quinazoline-7-yl)(morpholino)methanone